FC1=C(C(=CC=C1)F)C=1C=2C=3CCCCCC3SC2NC([C@@H](N1)C)=N (5S)-3-(2,6-difluorophenyl)-5-methyl-9-thia-4,7-diazatricyclo[8.5.0.02,8]pentadeca-1(10),2(8),3-trien-6-imine